COC([C@H](CC1=CC=C(C=C1)OC)NC([C@H](C)NC(=O)C1CN(C1)S(=O)(=O)C)=O)=O (2S)-2-[(2S)-2-[(1-methylsulfonylazetidin-3-yl)formamido]propionamido]-3-(4-methoxyphenyl)propanoic acid methyl ester